3-HEXENYL 2-HEXENOATE C(C=CCCC)(=O)OCCC=CCC